C1(CC1)C1=NN(C(=C1I)C(=O)OCC)CC12CC(CC2C1)=O ethyl 3-cyclopropyl-4-iodo-1-((3-oxobicyclo[3.1.0]hexan-1-yl)methyl)-1H-pyrazole-5-carboxylate